1-methylpiperazine CN1CCNCC1